4-[(5S)-3-Bromo-4,5-dihydroisoxazol-5-yl]-2-(1-methylimidazol-4-yl)-N-[[4-(trifluoromethyl)phenyl]methyl]aniline BrC1=NO[C@@H](C1)C1=CC(=C(NCC2=CC=C(C=C2)C(F)(F)F)C=C1)C=1N=CN(C1)C